Sodium pyruvate (pyruvate) C(C(=O)C)(=O)[O-].C(C(=O)C)(=O)O.[Na+]